(2s,4r)-4-(difluoromethoxy)-1-((4-phenoxybenzoyl)glycyl)pyrrolidine-2-carboxylic acid FC(O[C@@H]1C[C@H](N(C1)C(CNC(C1=CC=C(C=C1)OC1=CC=CC=C1)=O)=O)C(=O)O)F